CN[C@@H]1CN(CCC1)C1=NC2=C(N1[C@@H](C)C1=CC=C(C=N1)C#N)C=CC=C2 6-((1S)-1-(2-((3S)-3-(methylamino)-1-piperidinyl)-1H-benzimidazol-1-yl)ethyl)-3-pyridinecarbonitrile